NC=1C=2N(C3=C(N1)C=NC(=C3)C(=O)N3[C@H]1C4=C(O[C@@H](CC3)C1)C=C(C=C4)OC(F)(F)F)C=NC2C (4-amino-3-methylimidazo[1,5-a]pyrido[3,4-e]pyrazin-8-yl)((2S,6R)-9-(trifluoromethoxy)-3,4-dihydro-2H-2,6-methanobenzo[b][1,5]oxazocin-5(6H)-yl)methanone